BrC=1C=C2C(=CN(C(C2=CC1)=O)CC=1C=C(C(=O)NC)C=CC1)CC=O 3-((6-bromo-1-oxo-4-(2-oxoethyl)isoquinolin-2(1H)-yl)methyl)-N-methylbenzamide